[(4R,5S)-4,5-bis(4-chlorophenyl)-2-[4-(1,1-dimethylethyl)-2-ethoxyphenyl]-4,5-dihydro-4,5-dimethyl-1H-imidazol-1-yl][4-[3-(methylsulfonyl)propyl]-1-piperazinyl]methanone ClC1=CC=C(C=C1)[C@]1(N=C(N([C@@]1(C)C1=CC=C(C=C1)Cl)C(=O)N1CCN(CC1)CCCS(=O)(=O)C)C1=C(C=C(C=C1)C(C)(C)C)OCC)C